butyl N-[1-[1-(2,6-dibenzyloxy-3-pyridyl)-3-methyl-2-oxo-benzimidazol-4-yl]-4-piperidyl]-N-methyl-carbamate C(C1=CC=CC=C1)OC1=NC(=CC=C1N1C(N(C2=C1C=CC=C2N2CCC(CC2)N(C(OCCCC)=O)C)C)=O)OCC2=CC=CC=C2